{2-[(α-L-fucopyranosyl)oxy]ethyl}-6-oxohexanamide [C@@H]1([C@@H](O)[C@H](O)[C@H](O)[C@@H](O1)C)OCCC(C(=O)N)CCCC=O